C(CCCCCCCCCCC)(=O)N[C@@H](CC1=CNC2=CC=CC=C12)C(=O)O N-dodecanoyl-L-tryptophan